D-glutamyl-D-glutamate N[C@H](CCC(=O)O)C(=O)N[C@H](CCC(=O)[O-])C(=O)[O-]